Ethyl-1-(1-(6-fluoro-5-methylpyridin-3-yl)ethyl)-1H-1,2,3-triazole-4-carboxylate C(C)OC(=O)C=1N=NN(C1)C(C)C=1C=NC(=C(C1)C)F